(R)-2-(sec-Butyl)-3-(methyl-d3)benzo[4,5]imidazo[1,2-a]pyrimidin-4(10H)-one [C@@H](C)(CC)C=1N=C2N(C(C1C([2H])([2H])[2H])=O)C1=C(N2)C=CC=C1